ClC=1C=C(C=CC1F)C1=CN=C2N1C(N(C=C2)CC(=O)N2CC(CC2)F)=O 3-(3-chloro-4-fluorophenyl)-6-(2-(3-fluoropyrrolidin-1-yl)-2-oxoethyl)imidazo[1,2-c]pyrimidin-5(6H)-one